C1(=CCCC=CCC1)[Ni]C1=CCCC=CCC1 bis-(1,5-cyclooctadienyl)nickel